4-[2-ethoxy-5-(methylsulfonyl)phenyl]-6-methyl-1,6-dihydro-7H-pyrrolo[2,3-c]pyridin-7-one C(C)OC1=C(C=C(C=C1)S(=O)(=O)C)C=1C2=C(C(N(C1)C)=O)NC=C2